BrC=1C=C(C=C2C(N(C(C12)=O)C1C(NC(CC1)=O)=O)=O)CN1CCN(CC1)C1=CC=C(N=N1)C(=O)NC1C(C(C1(C)C)OC1=CC(=C(C=C1)C#N)Cl)(C)C 6-(4-((7-Bromo-2-(2,6-dioxopiperidin-3-yl)-1,3-dioxoisoindolin-5-yl)methyl)piperazine-1-yl)-N-((1r,3r)-3-(3-chloro-4-cyanophenoxy)-2,2,4,4-tetramethylcyclobutyl)pyridazine-3-Formamide